ClC1=CC=C(C=C1)C12OC3=C(N1C(CC2)=O)C=CC=C3C3=CC(=C(CC2=NC1=C(N2CCOC)C=C(C=C1)C(=O)O)C(=C3)F)F 2-(4-(3a-(4-chlorophenyl)-1-oxo-1,2,3,3a-tetrahydrobenzo[d]pyrrolo[2,1-b]oxazol-5-yl)-2,6-difluorobenzyl)-1-(2-methoxyethyl)-1H-benzo[d]imidazole-6-carboxylic acid